O1C=C(C2=C1C=CC=C2)C[C@H](NC(C(=O)C2CC2)=O)B(O)O (R)-(2-(benzofuran-3-yl)-1-(2-cyclopropyl-2-oxoacetamido)ethyl)boronic acid